(1R,2S)-N-(7-chloro-6-(1-((3R,4R)-4-hydroxy-3-methyltetrahydrofuran-3-yl)piperidin-4-yl)isoquinolin-3-yl)-2-fluorocyclopropane-1-carboxamide ClC1=C(C=C2C=C(N=CC2=C1)NC(=O)[C@@H]1[C@H](C1)F)C1CCN(CC1)[C@@]1(COC[C@@H]1O)C